1-((3R,4S)-3-Fluoro-4-((4-(methylamino)-5-(3-(2,2,2-trifluoroethyl)-3H-[1,2,3]triazolo[4,5-b]pyridin-5-yl)pyrrolo[2,1-f][1,2,4]triazin-2-yl)amino)piperidin-1-yl)ethan-1-one F[C@@H]1CN(CC[C@@H]1NC1=NN2C(C(=N1)NC)=C(C=C2)C2=CC=C1C(=N2)N(N=N1)CC(F)(F)F)C(C)=O